ethyl 2-(5-(3-acetyl-1-(2-((2S,4R)-2-((6-bromopyridin-2-yl)carbamoyl)-4-fluoropyrrolidin-1-yl)-2-oxoethyl)-1H-indazol-5-yl)pyrimidin-2-yl)acetate C(C)(=O)C1=NN(C2=CC=C(C=C12)C=1C=NC(=NC1)CC(=O)OCC)CC(=O)N1[C@@H](C[C@H](C1)F)C(NC1=NC(=CC=C1)Br)=O